CN(C)C1=CC=C(C=C1)N1C(C=2C(=NC=3C=CC(=CC3C2C1=O)S(=O)(=O)N1CCOCC1)C)=O 2-[4-(N,N-dimethylamino)phenyl]-4-methyl-8-(morpholine-4-sulfonyl)-1H,2H,3H-pyrrolo[3,4-c]quinoline-1,3-dione